tert-butyl (R)-(3-(chlorosulfonyl)-6,7-dihydro-5H-pyrazolo[5,1-b][1,3]oxazin-6-yl)(methyl)carbamate ClS(=O)(=O)C=1C=NN2C1OC[C@@H](C2)N(C(OC(C)(C)C)=O)C